[N+](=O)([O-])C=1C=C(C=CC1)[C@@H](CC1=NN=CN1)C (R)-3-(2-(3-nitrophenyl)propyl)-4H-1,2,4-triazole